ClC=1C=C(C=C(C1)Cl)C1=CC(=CC(=C1)CN1CCC(CC1)CCC(=O)OCC)OC=1C=NC(=NC1)N1CCN(CC1)C(=O)OC(C)(C)C tert-Butyl 4-(5-((3',5'-dichloro-5-((4-(3-ethoxy-3-oxopropyl)piperidin-1-yl)methyl)-[1,1'-biphenyl]-3-yl)oxy)pyrimidin-2-yl)piperazine-1-carboxylate